tridecyloxy-tetraoxypropylene phosphate P(=O)(OC(COOOOOCCCCCCCCCCCCC)C)([O-])[O-]